C(C)(C)(C)OC(=O)N1CC(CC(C1)C)C(N(C)OC)=O 3-(methoxy(methyl)carbamoyl)-5-methylpiperidine-1-carboxylic acid tert-butyl ester